N-(cyanomethyl)-3-(2-((1-methyl-1H-pyrazol-4-yl)amino)pyrimidin-4-yl)-8-azabicyclo[3.2.1]oct-2-ene-8-carboxamide C(#N)CNC(=O)N1C2C=C(CC1CC2)C2=NC(=NC=C2)NC=2C=NN(C2)C